COC(OC)N(C)C dimethoxymethyl-dimethyl-amine